1-(benzenesulfonyl)-5-chloro-indol-4-amine C1(=CC=CC=C1)S(=O)(=O)N1C=CC=2C(=C(C=CC12)Cl)N